CN1C(N(C(C=2N(C(=NC12)SC)C)=O)CC(=O)N(C)C)=O 2-(3,7-dimethyl-8-(methylthio)-2,6-dioxo-2,3,6,7-tetrahydro-1H-purin-1-yl)-N,N-dimethylacetamide